NC1=C(C(=CC=C1)Br)NC(CC1=C(C=C(C=C1)Cl)F)=O N-(2-amino-6-bromophenyl)-2-(4-chloro-2-fluorophenyl)acetamide